C[C@@]1(OC2=C(CC1)C(=C(C(=C2C)C)O)C)CCC[C@@H](CCC[C@@H](CCCC(C)C)C)C 3,4-dihydro-2,5,7,8-tetramethyl-2-[(4r,8r)-4,8,12-trimethyltridecyl]-(2R)-2H-1-benzopyran-6-ol